CN1CCN(CC1)CCNC1=NC(=NC(=N1)NCCCNC(OC(C)(C)C)=O)NCCCNC(OC(C)(C)C)=O di-tert-butyl (((6-((2-(4-methylpiperazin-1-yl)ethyl)amino)-1,3,5-triazine-2,4-diyl)bis(azanediyl))bis(propane-3,1-diyl))dicarbamate